C(C)(C)C1=C(C(=CC=C1)C(C)C)NC(C(C)(C)C)=O N-(2,6-diisopropylphenyl)pivalamide